O[C@@]1(COC2=CC=CC=C2[C@H]1NC(=O)C=1C=C2[C@@H](CC(C2=CC1)(C)C)N1C(NC(CC1=O)(C)C)=N)C (3R)-N-[(3S,4R)-3-hydroxy-3-methyl-chroman-4-yl]-3-(2-imino-4,4-dimethyl-6-oxo-hexahydropyrimidin-1-yl)-1,1-dimethyl-indane-5-carboxamide